CSC(C(=O)N1C(CCCC1)C=1NC=C(N1)C1=CC=C(C=C1)CCC)C methylthio-1-(2-(4-(4-propylphenyl)-1H-imidazol-2-yl)piperidin-1-yl)propan-1-one